tert-butyl (5-(2-((5-azidopentyl) oxy)ethoxy)pentyl)carbamate N(=[N+]=[N-])CCCCCOCCOCCCCCNC(OC(C)(C)C)=O